CCCCCCCCCCCCCCCCCCCCCCCCC(=O)N[C@@H](CO[C@H]1[C@@H]([C@H]([C@H]([C@H](O1)CO)O[C@@H]2[C@@H]([C@H]([C@H]([C@H](O2)CO)O)O)O)O)O)[C@@H](/C=C/CCCCCCCCCCCCC)O The molecule is a digalactosylceramide consisting of an alpha-D-galactosyl-(1->4)-beta-D-galactosyl moiety attached at position 1 of N-(pentacosanoyl)sphingosine via a glycosidic linkage. It has a role as a mouse metabolite and a rat metabolite. It is a digalactosylceramide and an alpha-D-galactosyl-(1->4)-beta-D-galactosyl-(1<->1')-ceramide(d18:1(4E)). It derives from a pentacosanoic acid and an alpha-D-Galp-(1->4)-beta-D-Galp.